N-(5-(1-isopropyl-1H-benzo[d]imidazol-2-yl)-1H-pyrazol-3-yl)-4-((1-methylpiperidin-4-yl)amino)benzamide C(C)(C)N1C(=NC2=C1C=CC=C2)C2=CC(=NN2)NC(C2=CC=C(C=C2)NC2CCN(CC2)C)=O